2-(tert-butyl)-8-cyclohexylpyrido[4,3-d]pyrimidine-2,5-diamine C(C)(C)(C)C1(N=CC2=C(N1)C(=CN=C2N)C2CCCCC2)N